4-Chloro-3-(5,7-difluoro-4-oxo-1,4-dihydroquinolin-2-yl)benzonitrile ClC1=C(C=C(C#N)C=C1)C=1NC2=CC(=CC(=C2C(C1)=O)F)F